CC(C[C@@H](B1OC([C@H]2CC[C@@H](C(O1)=O)N2C)=O)NC([C@H](CC2=CC=CC=C2)NC(=O)C2=NC=CN=C2)=O)C N-((S)-1-(((R)-3-methyl-1-((1R,7S)-10-methyl-2,6-dioxo-3,5-dioxa-10-aza-4-borabicyclo[5.2.1]decan-4-yl)butyl)amino)-1-oxo-3-phenylpropan-2-yl)pyrazine-2-carboxamide